FC(C=1C(=NC=CC1)OC1(CCC12CCN(CC2)N2N=CC=1C2=NC=CN1)C)(F)F (3-(trifluoromethyl)pyridin-oxy(methyl)7-azaspiro[3.5]nonan-7-yl)-1H-pyrazolo[3,4-b]pyrazine